CN1C(=NC=C1C(F)(F)F)C1=CC=C(C=C1)CN (4-(1-methyl-5-(trifluoromethyl)-1H-imidazol-2-yl)phenyl)methylamine